(R)-(2-(Aminomethyl)-5,5-difluoropiperidin-1-yl)(5-methyl-2-((4-(trifluoromethoxy)pyridine-2-yl)amino)pyridin-4-yl)methanone NC[C@@H]1N(CC(CC1)(F)F)C(=O)C1=CC(=NC=C1C)NC1=NC=CC(=C1)OC(F)(F)F